ClC1=CC(=NC(=N1)C)NC=1SC(=CN1)C(=O)NC1=C(C=NC=C1C)Cl 2-((6-chloro-2-methylpyrimidin-4-yl)amino)-N-(3-chloro-5-methylpyridin-4-yl)thiazole-5-carboxamide